9-{[4-(1-methylpropyl)phenoxy]methyl}-3,4-dihydropyrido[2,1-c][1,2,4]thiadiazine 2,2-dioxide CC(CC)C1=CC=C(OCC2=CC=CN3C2=NS(CC3)(=O)=O)C=C1